N1N=NC2=C1C=CC=C2COC=2C(=CC(=C(N)C2)F)OC 5-((1H-benzo[d][1,2,3]triazol-4-yl)methoxy)-2-fluoro-4-methoxyaniline